BrC1=CC=C2CCOC(C2=C1)CNC(OC(C)(C)C)=O tert-Butyl (7-bromoisochroman-1-yl)methylcarbamate